ethyl 6,6-difluoro-4,5,6,7-tetrahydrobenzo[d]thiazole-2-carboxylate FC1(CC2=C(N=C(S2)C(=O)OCC)CC1)F